(5S,8R)-N-((R)-1-(2-chloro-4-fluorophenyl)ethyl)-5-fluoro-8-hydroxy-8-(hydroxymethyl)-5,6,7,8-tetrahydroquinoline-5-carboxamide ClC1=C(C=CC(=C1)F)[C@@H](C)NC(=O)[C@]1(C=2C=CC=NC2[C@](CC1)(CO)O)F